9-(4-(3-chloro-5-methyl-1H-pyrazol-1-yl)benzyl)-2-(2-isopropylphenyl)-7-methyl-7,9-dihydro-8H-purin-8-imine ClC1=NN(C(=C1)C)C1=CC=C(CN2C3=NC(=NC=C3N(C2=N)C)C2=C(C=CC=C2)C(C)C)C=C1